Benzyl ((((3aR,4R,6R,6aR)-6-(4-aminopyrrolo[2,1-f][1,2,4]triazin-7-yl)-6-cyano-2,2-dimethyltetrahydrofuro[3,4-d][1,3]dioxol-4-yl)methoxy)(4-(tert-butyl)phenoxy)phosphoryl)-L-alaninate NC1=NC=NN2C1=CC=C2[C@@]2(O[C@@H]([C@@H]1[C@H]2OC(O1)(C)C)COP(=O)(OC1=CC=C(C=C1)C(C)(C)C)N[C@@H](C)C(=O)OCC1=CC=CC=C1)C#N